C(C(=C)C)(=O)[O-].C[N+](C)(C)CCCl trimethylammonioethyl chloride methacrylate